COCCOCOC1=C(C=CC(=C1)OCOCCOC)CC(=O)C1=CC(=CC(=C1)OCOCCOC)OCOCCOC 2-(2,4-bis((2-methoxyethoxy)methoxy)phenyl)-1-(3,5-bis((2-methoxyethoxy)methoxy)phenyl)ethane-1-one